1,4-Diamino-2-methoxymethyl-benzol NC1=C(C=C(C=C1)N)COC